4-isopropyl-5-hydroxyl-stilbene C(C)(C)C1=CC=C(C=C1O)C=CC1=CC=CC=C1